ClC1=C2C(N(C=NC2=CC=C1)C1CC(C1)CO)=O 5-chloro-3-(3-(hydroxymethyl)cyclobutyl)quinazolin-4(3H)-one